FC1=C(C(=C(C(=C1P(CCP(C1=C(C(=C(C(=C1F)F)F)F)F)C1=C(C(=C(C(=C1F)F)F)F)F)C1=C(C(=C(C(=C1F)F)F)F)F)F)F)F)F 1,2-bis[bis(pentafluorophenyl)phosphino]ethane